BrC1=C(C(=O)NC(NC2=CC=C(C=C2)OC2=C3N=CN(C3=NC=N2)CC2CC2)=S)C=CC=C1 2-bromo-N-((4-((9-(cyclopropylmethyl)-9H-purin-6-yl)oxy)phenyl)carbamothioyl)benzamide